methyl 7-methoxy-5-(4-(trifluoromethyl)phenyl)-2-naphthoate COC1=CC(=C2C=CC(=CC2=C1)C(=O)OC)C1=CC=C(C=C1)C(F)(F)F